C(C)(C)OC1=C(\C=N\NC(=O)C2=NC(=CN=C2)C2=CC=C(C=C2)OC)C=CC=C1 (E)-N'-(2-isopropoxybenzylidene)-6-(4-methoxyphenyl)pyrazine-2-carbohydrazide